(S)-2-amino-N-(1-(7-fluoro-8-((1-methyl-1H-pyrazol-4-yl)ethynyl)-1-oxo-2-phenyl-1,2-dihydroisoquinolin-3-yl)ethyl)pyrazolo[1,5-a]pyrimidine-5,7-d2-3-carboxamide NC1=NN2C(N=C(C=C2[2H])[2H])=C1C(=O)N[C@@H](C)C=1N(C(C2=C(C(=CC=C2C1)F)C#CC=1C=NN(C1)C)=O)C1=CC=CC=C1